C(C)(C)(C)C=1C=C(C=C(C1O)C(C)(C)C)C1(CCCCC1)C1=CC(=C(C(=C1)C(C)(C)C)O)C(C)(C)C 1,1-bis(3,5-di-tert-butyl-4-hydroxyphenyl)cyclohexane